N=1N=CN2N=C(C=CC21)N2N=C(C(=C2C)CCC(=O)N2CCN(CC2)C2=CC=CC=C2)C 3-(1-([1,2,4]triazolo[4,3-b]pyridazin-6-yl)-3,5-dimethyl-1H-pyrazol-4-yl)-1-(4-phenylpiperazin-1-yl)propan-1-one